CC1(NC(CC(C1)N1N=NC2=C1N=NC(=C2)C2=C(C=C(C=C2)N2N=CC=N2)O)(C)C)C 2-[3-(2,2,6,6-TETRAMETHYLPIPERIDIN-4-YL)-3H-[1,2,3]TRIAZOLO[4,5-C]PYRIDAZIN-6-YL]-5-(2H-1,2,3-TRIAZOL-2-YL)PHENOL